C(#N)C=1C(=CC(=NC1N1[C@H](CC1)C)N1CC2(CN(C2)C(=O)OC(C)(C)C)C1)C(F)(F)F Tert-butyl (S)-6-(5-cyano-6-(2-methylazetidine-1-yl)-4-(trifluoromethyl)pyridin-2-yl)-2,6-diazaspiro[3.3]heptan-2-carboxylate